7-(8-bromo-3-(methoxymethoxy)naphthalen-1-yl)-8a-hydroxy-2-(methylthio)-3,4a,5,7,8,8a-hexahydro-4H-pyrano[4,3-d]pyrimidin-4-one BrC=1C=CC=C2C=C(C=C(C12)C1CC2(N=C(NC(C2CO1)=O)SC)O)OCOC